3-(1H-benzo[d]imidazol-2-yl)benzoic acid methyl ester COC(C1=CC(=CC=C1)C1=NC2=C(N1)C=CC=C2)=O